C(C=C)(=O)N1[C@H](CN(C[C@H]1C)C1=NC(N2C3=C(C=C(C=C13)C(F)(F)F)S(C[C@H](C2)OC)C2=NC(=C(C=C2F)F)N)=O)C (3S)-8-((3S,5R)-4-acryloyl-3,5-dimethylpiperazin-1-yl)-l-1-(6-amino-3,5-difluoropyridin-2-yl)-3-methoxy-10-(trifluoromethyl)-3,4-dihydro-2H,6H-[1,4]thiazepino[2,3,4-ij]quinazolin-6-one